ethyl 2-methyl-4-oxo-1,4-dihydropyridine-3-carboxylate CC=1NC=CC(C1C(=O)OCC)=O